2-chloro-N-(5-methyl-2-(((4-(trifluoromethoxy)benzyl)oxy)methyl)phenyl)acetamide ClCC(=O)NC1=C(C=CC(=C1)C)COCC1=CC=C(C=C1)OC(F)(F)F